(R)-4-(2-hydroxy-3-(2H-1,2,3-triazol-2-yl)propoxy)benzoic acid O[C@@H](COC1=CC=C(C(=O)O)C=C1)CN1N=CC=N1